C(C)(C)(C)OC(=O)N1CC=2N(C=NC2C1)C 1-methyl-4,6-dihydropyrrolo[3,4-d]Imidazole-5(1H)-carboxylic acid tert-butyl ester